((1r,3r)-3-(7-(3-methoxy-1-methyl-1H-pyrazol-4-yl)-3-methyl-8-(1-(methyl-d3)-1H-indazol-5-yl)-2-oxo-3,6-dihydroimidazo[4,5-d]pyrrolo[2,3-b]pyridin-1(2H)-yl) cyclopentyl) carbamate C(N)(O[C@H]1C[C@@H](CC1)N1C(N(C=2C1=C1C(=NC2)NC(=C1C=1C=C2C=NN(C2=CC1)C([2H])([2H])[2H])C=1C(=NN(C1)C)OC)C)=O)=O